N-(3-nitrophenyl)acetamide [N+](=O)([O-])C=1C=C(C=CC1)NC(C)=O